4-(3-((5,6,7,8-tetrahydroquinolin-8-yl)amino)propyl)piperazine-1-carboxylate N1=CC=CC=2CCCC(C12)NCCCN1CCN(CC1)C(=O)[O-]